Benzoic acid platinum [Pt].C(C1=CC=CC=C1)(=O)O